[N+](=O)([O-])C1(N=NN=C1)C(=O)[O-] 4-nitro-1,2,3-triazolate